3-[2-Hydroxy-4-(trifluoromethyl)phenyl]-4-methyl-6-[[(3R)-1-propyl-3-piperidyl]amino]-1,2,4-triazin-5-on OC1=C(C=CC(=C1)C(F)(F)F)C1=NN=C(C(N1C)=O)N[C@H]1CN(CCC1)CCC